C/C/1=C/CC(C2C(S2)C/C(=C\CC1)/C)(C)C 3,7,7,10-Tetramethyl-12-thiabicyclo[9.1.0]dodeca-3,7-diene